tert-butyl 7-(4-methylsulfonyloxycyclohexyl)-2-azaspiro[3.5]nonane-2-carboxylate CS(=O)(=O)OC1CCC(CC1)C1CCC2(CN(C2)C(=O)OC(C)(C)C)CC1